C1(CC1)N(CC[C@@H](C(=O)O)NC1=NC=NC=C1)CCCCC1=NC=2NCCCC2C=C1 (S)-4-(cyclopropyl-(4-(5,6,7,8-tetrahydro-1,8-naphthyridin-2-yl)butyl)amino)-2-(pyrimidin-4-ylamino)butanoic acid